N-lauroyl-sarcosinic acid sodium salt [Na+].C(CCCCCCCCCCC)(=O)N(C)CC(=O)[O-]